COC1(C=C(C(C(C1)(C)C)=O)C#N)C1=NC=CC=C1OC(F)(F)F 3-methoxy-5,5-dimethyl-6-oxo-3-[3-(trifluoromethoxy)pyridin-2-yl]cyclohex-1-ene-1-carbonitrile